N-(2-(1-((2-(2,4-dioxotetrahydropyrimidin-1(2H)-yl)pyridin-4-yl)methyl)piperidin-4-yl)-5-(2-hydroxypropan-2-yl)benzo[d]oxazol-6-yl)-6-(trifluoromethyl)nicotinamide O=C1N(CCC(N1)=O)C1=NC=CC(=C1)CN1CCC(CC1)C=1OC2=C(N1)C=C(C(=C2)NC(C2=CN=C(C=C2)C(F)(F)F)=O)C(C)(C)O